C(C)C=1C=CC(=C(C1)S(=O)(=O)Cl)OCC#C 5-ethyl-2-(prop-2-yn-1-yloxy)benzenesulfonyl chloride